C(C)(C)N1N=CC=C1C1=CC=CC(=N1)N 6-(1-isopropyl-1H-pyrazol-5-yl)pyridin-2-amine